4-(N-(3-(tert-butyl)-5-cyclopropylbenzyl)-2-(N-(3-hydroxybenzyl)-(2,3,4,5,6-pentafluoro-phenyl)sulfonamido)acetamido)-2-hydroxybenzoic acid C(C)(C)(C)C=1C=C(CN(C(CN(S(=O)(=O)C2=C(C(=C(C(=C2F)F)F)F)F)CC2=CC(=CC=C2)O)=O)C2=CC(=C(C(=O)O)C=C2)O)C=C(C1)C1CC1